2-methoxy-6-chloro-9-[3-(ethyl-2-chloroethyl)aminopropylamino]acridine COC1=CC2=C(C3=CC=C(C=C3N=C2C=C1)Cl)NCCCNCC(Cl)CC